F[C@@H]1[C@@H](C1)C(=O)NC1=NC=C2C=C(C(=NC2=C1)C)C=1C=NC(=CC1C)C(CCC)O (1S,2S)-2-fluoro-N-{3-[6-(1-hydroxybutyl)-4-methylpyridin-3-yl]-2-methyl-1,6-naphthyridin-7-yl}cyclopropane-1-carboxamide